(1,2-thiazol-5-yl)methanol S1N=CC=C1CO